(Z)-5-(8-(7-Acetyl-3-ethyl-5,6,7,8-tetrahydroimidazo[1,5-a]pyrazin-1-yl)isoquinolin-3-yl)-N-(3-(2-(2,6-dioxopiperidin-3-yl)-1-oxoisoindolin-4-yl)-2-fluorobut-2-en-1-yl)picolinamide C(C)(=O)N1CC=2N(CC1)C(=NC2C=2C=CC=C1C=C(N=CC21)C=2C=CC(=NC2)C(=O)NC/C(=C(\C)/C2=C1CN(C(C1=CC=C2)=O)C2C(NC(CC2)=O)=O)/F)CC